COC(=O)N1CCC(CC1)OC=1C=2N(C=CC1C=1C=NNC1)N=C(N2)NC2CCN(CC2)S(=O)(=O)C 4-((2-((1-(methylsulfonyl)piperidin-4-yl)amino)-7-(1H-pyrazol-4-yl)-[1,2,4]triazolo[1,5-a]pyridin-8-yl)oxy)piperidine-1-carboxylic acid methyl ester